O1N=CC2C1(CCC2)C(=O)O 3a,4,5,6-tetrahydro-6aH-cyclopenta[d][1,2]oxazole-6a-carboxylic acid